C(CC)OC1=C(C=CC=C1)C1=CC=CC=C1 propoxy-1,1'-biphenyl